2,2'-ethylenebis(4-methyl-6-tert-butylphenyl) (2-tert-butyl-4-methylphenyl) phosphite P1(OC2=C(C=C(C=C2C(C)(C)C)C)CCC2=C(C(=CC(=C2)C)C(C)(C)C)O1)OC1=C(C=C(C=C1)C)C(C)(C)C